O=C1NC(CCC1N1C(C2=CC=CC(=C2C1=O)OCC(=O)NCCOCCNC(=O)C1=CC=C2CC[C@H](C2=C1)NC(=O)C1=NOC=C1)=O)=O N-((1R)-6-((2-(2-(2-((2-(2,6-dioxopiperidin-3-yl)-1,3-dioxoisoindolin-4-yl)oxy)acetamido)ethoxy)ethyl)carbamoyl)-2,3-dihydro-1H-inden-1-yl)isoxazole-3-carboxamide